tert-butyl (S)-2-amino-4,4-difluorobutanoate trifluoroacetate FC(C(=O)O)(F)F.N[C@H](C(=O)OC(C)(C)C)CC(F)F